(2S)-2-[(2S)-2-[(2S)-3-carbamoyl-2-{[(2S)-pyrrolidin-2-yl]formamido}propanamido]-3-(1,3-thiazol-4-yl)propanamido]-5,5-dimethylhexanoic acid C(N)(=O)C[C@@H](C(=O)N[C@H](C(=O)N[C@H](C(=O)O)CCC(C)(C)C)CC=1N=CSC1)NC(=O)[C@H]1NCCC1